OC1=C(C(=O)OC)C=CC(=C1)B1OC(C(O1)(C)C)(C)C Methyl 2-hydroxy-4-(4,4,5,5-tetramethyl-1,3,2-dioxaborolan-2-yl)benzoate